3-bromo-2-nitro-1,1'-biphenyl-2',3',4',5',6'-d5 BrC=1C(=C(C=CC1)C1=C(C(=C(C(=C1[2H])[2H])[2H])[2H])[2H])[N+](=O)[O-]